N-[5-[4-[(1-aminocyclopropyl)methoxy]-2-methyl-pyrazol-3-yl]pyrazolo[1,5-a]pyridin-2-yl]cyclopropanecarboxamide NC1(CC1)COC1=C(N(N=C1)C)C1=CC=2N(C=C1)N=C(C2)NC(=O)C2CC2